C1(CCC1)C1=CC=C2C=C(C(=NC2=C1C(=O)NC)OC)C(=O)OCC ethyl 7-cyclobutyl-2-methoxy-8-[(methylamino)carbonyl]quinoline-3-carboxylate